C1(CCC1)C(C)(C1=NN=CN1C)C=1C=C(C=CC1)C1=CN=C2N(C1=O)C=C(C=C2C(F)(F)F)CN2C[C@H](CCC2)C 3-(3-(1-cyclobutyl-1-(4-methyl-4H-1,2,4-triazol-3-yl)ethyl)phenyl)-7-(((S)-3-methylpiperidin-1-yl)methyl)-9-(trifluoromethyl)-4H-pyrido[1,2-a]pyrimidin-4-one